(S)-5-(3-(azidomethyl)-7-chloro-2-methyl-1,1-dioxido-5-phenyl-2,3,4,5-tetrahydrobenzo[f][1,2,5]thiadiazepin-8-yl)-2-fluorobenzoic acid N(=[N+]=[N-])C[C@H]1N(S(C2=C(N(C1)C1=CC=CC=C1)C=C(C(=C2)C=2C=CC(=C(C(=O)O)C2)F)Cl)(=O)=O)C